5-phenyl-N-[4-(4-ethylpiperazin-1-yl)-3-fluorophenyl]thieno[2,3-b]pyridine-2-carboxamide C1(=CC=CC=C1)C=1C=C2C(=NC1)SC(=C2)C(=O)NC2=CC(=C(C=C2)N2CCN(CC2)CC)F